BrC1=C(C(=C2C=NNC2=C1)Cl)C 6-bromo-4-chloro-5-methyl-1H-indazole